CC=1C(=C(C=CC1COC)[N+](=O)[O-])Br methyl-2-bromo-4-(methoxymethyl)-1-nitro-benzene